7-bromo-2-methylbenzofuran-3-carbaldehyde BrC1=CC=CC=2C(=C(OC21)C)C=O